(1-nonylpentyl)(1-butylphosphinic acid) C(CCCCCCCC)C(CCCC)P(O)(=O)CCCC